[K+].C(CCCCCCCCCCCCC)(=O)N[C@@H](CCC(=O)[O-])C(=O)[O-].[K+] N-myristoyl-L-glutamic acid potassium salt